8-methoxy-N-ethyl-7-(3-(pyrrolidin-1-yl)propoxy)-2,3-dihydro-1H-cyclopenta[c]quinolin-4-amine COC1=CC=2C3=C(C(=NC2C=C1OCCCN1CCCC1)NCC)CCC3